bismuth ammonium citrate salt C(CC(O)(C(=O)[O-])CC(=O)[O-])(=O)[O-].[NH4+].[Bi+2]